6-chloro-2-(difluoromethyl)-4-[5-methyl-4-nitro-2-(2-trimethylsilylethoxymethyl)pyrazol-3-yl]pyridin-3-amine ClC1=CC(=C(C(=N1)C(F)F)N)C=1N(N=C(C1[N+](=O)[O-])C)COCC[Si](C)(C)C